O[C@@H]1C[C@H](N(C1)C(=O)[C@@H](NC(CCOCCOCCOCCC(=O)OC(C)(C)C)=O)C(C)(C)C)C(N[C@@H](C)C1=CC=C(C=C1)C1=C(N=CS1)C)=O tert-butyl (S)-15-((2S,4R)-4-hydroxy-2-(((S)-1-(4-(4-methylthiazol-5-yl)phenyl)ethyl)carbamoyl)pyrrolidine-1-carbonyl)-16,16-dimethyl-13-oxo-4,7,10-trioxa-14-azaheptadecanoate